3-(6-(4-((4-(2-methyl-6-(4-(trifluoromethyl)-1H-imidazol-1-yl)pyrimidin-4-yl)piperazin-1-yl)methyl)benzyl)-2-oxobenzo[cd]indol-1(2H)-yl)piperidine-2,6-dione CC1=NC(=CC(=N1)N1CCN(CC1)CC1=CC=C(CC=2C=3C4=C(C(N(C4=CC2)C2C(NC(CC2)=O)=O)=O)C=CC3)C=C1)N1C=NC(=C1)C(F)(F)F